O=C1CC[C@H](N1)C(=O)O 5-oxo-proline